6-methyl-3-(4-methyl-2H-1,2,3-triazol-2-yl)pyridine-2-carboxylic acid CC1=CC=C(C(=N1)C(=O)O)N1N=CC(=N1)C